benzyl 4-{4-[(1S)-1-{[(S)-tert-butylsulfinyl]amino}ethyl]-2-fluorophenyl}piperazine-1-carboxylate C(C)(C)(C)[S@](=O)N[C@@H](C)C1=CC(=C(C=C1)N1CCN(CC1)C(=O)OCC1=CC=CC=C1)F